3-(2-(5-(hydroxymethyl)furan-2-yl)imidazo[4,5-d]pyrrolo[2,3-b]pyridin-1(6H)-yl)pyrrolidin-1-ylacetonitrile OCC1=CC=C(O1)C1=NC=2C(=C3C(=NC2)NC=C3)N1C1CN(CC1)CC#N